CC1=CC=C(C=C1)S(=O)(=O)OCC(C1=NC=CC=C1)NC(=O)OC(C)(C)C [2-(tert-butoxycarbonylamino)-2-(2-pyridyl)ethyl] 4-methylbenzenesulfonate